FC1=CC(=C(C=C1)C1=CC(=CC=C1)C=1OC2=C(N1)C=C(C=C2C(F)(F)F)CN2C[C@H](CC2)OC)C2=NN=CN2C (S)-2-(4'-fluoro-2'-(4-methyl-4H-1,2,4-triazol-3-yl)-[1,1'-biphenyl]-3-yl)-5-((3-methoxypyrrolidin-1-yl)methyl)-7-(trifluoromethyl)benzo[d]oxazole